N1=NC(=C2N1CCC2)C(=O)N 5,6-dihydro-4H-pyrrolo[1,2-c][1,2,3]triazole-3-carboxamide